FC(C=1C=C(OC2=CC(=C(C=C2)S(=O)(=O)NC=2SC=NN2)C#N)C=C(C1)C(F)(F)F)(F)F 4-[3,5-bis(trifluoromethyl)phenoxy]-2-cyano-N-(1,3,4-thiadiazol-2-yl)benzene-1-sulfonamide